C(O)CN.P(O)(O)(O)=O orthophosphoric acid monoethanolamine salt